BrC=1C(=NC(=C(C(=O)OCC)C1C)C)Cl Ethyl 5-bromo-6-chloro-2,4-dimethylnicotinate